N-{[(4R)-4-cyclopropyl-2,5-dioxoimidazolidin-4-yl]methyl}-4',5-bis(trifluoromethyl)[biphenyl]-2-carboxamide C1(CC1)[C@@]1(NC(NC1=O)=O)CNC(=O)C=1C(=CC(=CC1)C(F)(F)F)C1=CC=C(C=C1)C(F)(F)F